(4R)-benzyl-3-[(3R,4S)-1-benzyl-4-(4-fluorophenyl)-pyrrolidine-3-carbonyl]-oxazolidine-2-one C(C1=CC=CC=C1)[C@H]1N(C(OC1)=O)C(=O)[C@H]1CN(C[C@@H]1C1=CC=C(C=C1)F)CC1=CC=CC=C1